C(C)(C)(C)OC(=O)N1C(=CC2=CC(=CC=C12)O)C=1C(=NC(=CC1)N1CC(C1)C(=O)OC([3H])([3H])[3H])F.FC1=CC=C(C(=O)NC2=NC=CC(=C2)C2=CC(=NC=C2)N2CCC(CC2)C)C=C1 4-fluoro-N-(2'-(4-methylpiperidin-1-yl)-[4,4'-bipyridin]-2-yl)benzamide tert-butyl-2-(2-fluoro-6-{3-[(3H3)methoxycarbonyl]azetidin-1-yl}pyridin-3-yl)-5-hydroxy-1H-indole-1-carboxylate